(E)-1-(4-(3-(tert-butoxy)-3-oxoprop-1-en-1-yl)phenyl)cyclopropane-1-carboxylic acid methyl ester COC(=O)C1(CC1)C1=CC=C(C=C1)\C=C\C(=O)OC(C)(C)C